C(C)(C)N1N=CC2=C1C(=NNC2=O)C 1-isopropyl-7-methyl-1,5-dihydro-4H-pyrazolo[3,4-d]pyridazin-4-one